Boc-L-leucine monohydrate O.C(=O)(OC(C)(C)C)N[C@@H](CC(C)C)C(=O)O